tert-butyl 2-(5-((5-chloro-4-(3-(pyrrolidin-1-yl)phenyl)pyrimidin-2-yl)amino)pyridin-3-yl)-1-oxo-2,8-diazaspiro[4.5]decane-8-carboxylate ClC=1C(=NC(=NC1)NC=1C=C(C=NC1)N1C(C2(CC1)CCN(CC2)C(=O)OC(C)(C)C)=O)C2=CC(=CC=C2)N2CCCC2